(7S)-2-((trans-3-(4-fluorophenoxy)cyclobutyl)amino)-4,7,8-trimethyl-7,8-dihydropteridin-6(5H)-one FC1=CC=C(O[C@@H]2C[C@H](C2)NC2=NC=3N([C@H](C(NC3C(=N2)C)=O)C)C)C=C1